C(C)(C)(C)OC(N[C@H]1C[C@H](CCC1)C(NC1=NC=C(C(=C1)C1=CC2=C(N(N=C2C(=C1)F)C)C(C)C)C)=O)=O ((1R,3S)-3-((4-(7-fluoro-3-isopropyl-2-methyl-2H-indazol-5-yl)-5-methylpyridine-2-Yl)carbamoyl)cyclohexyl)carbamic acid tert-butyl ester